NC1=NC(=NC=C1CN(C=O)C(C)=CCCOC)C 2-(N-((4-Amino-2-methylpyrimidin-5-yl)methyl)formamido)-5-methoxypent-2-ene